[C]=O carbon-monooxide